1,3,5-Tris[2-(3-mercaptobutyryloxy)ethyl]-1,3,5-triazine-2,4,6(1H,3H,5H)-trione SC(CC(=O)OCCN1C(N(C(N(C1=O)CCOC(CC(C)S)=O)=O)CCOC(CC(C)S)=O)=O)C